3-bromo-6-chloro-2-piperazin-1-yl-quinoline BrC=1C(=NC2=CC=C(C=C2C1)Cl)N1CCNCC1